C1=CC(=CC=C1C2=CC(=CC(=C2)C3=CC=C(C=C3)N)C4=CC=C(C=C4)N)N tris(4-aminophenyl)benzene